[N+](=O)([O-])CC Nitroethan